3-((4-(2,4-difluorobenzyloxy)-3-bromo-6-methyl-2-oxopyridin-1(2H)-yl)methyl)-N,N-bis(2-hydroxyethyl)benzamide FC1=C(COC2=C(C(N(C(=C2)C)CC=2C=C(C(=O)N(CCO)CCO)C=CC2)=O)Br)C=CC(=C1)F